Perfluoro-1-hexanesulfonate FC(C(C(C(C(C(F)(F)F)(F)F)(F)F)(F)F)(F)F)(S(=O)(=O)[O-])F